octadecen-9-ynoic acid CCCCCCCCC#CCCCCC/C=C/C(=O)O